ethyl 3-(2-methyl-6-nitrophenyl)-2-oxopropionate CC1=C(C(=CC=C1)[N+](=O)[O-])CC(C(=O)OCC)=O